C(#N)C=1C=NN2C1C(=CC(=C2)C=2C=NN(C2C)C2CCN(CC2)C#N)O[C@@H](C)C2=NC=CC=C2 4-(4-[3-Cyano-4-[(1S)-1-(pyridin-2-yl)ethoxy]pyrazolo[1,5-a]pyridin-6-yl]-5-methylpyrazol-1-yl)piperidine-1-carbonitrile